C(C1=CC=CC=C1)OC1=C(C(=C(C=C1)C1=CCC(N1N=O)(C)C)Br)OCCC1CC1 5-(4-(benzyloxy)-2-bromo-3-(2-cyclopropylethoxy)phenyl)-2,2-dimethyl-1-nitrosopyrrole